C(C)(C)(C)OC(=O)N1[C@@H](CN([C@H](C1)C)C=1C2=C(N=CN1)N(C=C2C2=C(C=CC=C2)F)C2=NC=CC(=N2)C#N)C (2R,5S)-4-(7-(4-Cyanopyrimidin-2-yl)-5-(2-fluorophenyl)-7H-pyrrolo[2,3-d]pyrimidin-4-yl)-2,5-dimethylpiperazine-1-carboxylic acid tert-butyl ester